(4aR,8aS)-6-[6-[[2-Fluoro-4-(trifluoromethyl)phenyl]methoxy]-3-azabicyclo[3.1.1]heptan-3-carbonyl]-4,4a,5,7,8,8a-hexahydropyrido[4,3-b][1,4]oxazin-3-on FC1=C(C=CC(=C1)C(F)(F)F)COC1C2CN(CC1C2)C(=O)N2C[C@@H]1[C@@H](OCC(N1)=O)CC2